ClC1=NC=C(C(=O)OCC)C(=C1F)NC(=O)NC(C(Cl)(Cl)Cl)=O ethyl 6-chloro-5-fluoro-4-(3-(2,2,2-trichloroacetyl)ureido)nicotinate